N-(2-methoxyethyl)-p-phenylenediamine COCCNC1=CC=C(C=C1)N